tert-butyl (S)-4-(5-cyclopropyl-7-(3,5-difluorophenyl)-7H-pyrrolo[2,3-d]pyrimidin-4-yl)-2-(fluoromethyl)piperazine-1-carboxylate C1(CC1)C1=CN(C=2N=CN=C(C21)N2C[C@H](N(CC2)C(=O)OC(C)(C)C)CF)C2=CC(=CC(=C2)F)F